(5-phenyl-4,5-dihydro-1H-pyrazol-1-yl)(1-phenyl-piperidin-4-yl)methanone C1(=CC=CC=C1)C1CC=NN1C(=O)C1CCN(CC1)C1=CC=CC=C1